N,N-bis(2-hydroxy-hydroxyethyl)-p-phenylenediamine OC(CN(C1=CC=C(C=C1)N)CC(O)O)O